FC1(CCN(CC1)C)C=1NC(C2=C(N1)C=NC(=C2)C=2C=C(C=1N(C2)C=C(N1)C)F)=O 2-(4-Fluoro-1-methylpiperidin-4-yl)-6-(8-fluoro-2-methylimidazo[1,2-a]pyridin-6-yl)pyrido[3,4-d]pyrimidin-4(3H)-one